N-[2-(dimethylamino)ethyl]-2,6-dimethyl-1-oxo-1,2-dihydrobenzo[b]-1,6-naphthyridine-4-carboxamide CN(CCNC(=O)C1=CN(C(C=2C=C3C(=NC12)C(=CC=C3)C)=O)C)C